S1C=C(C=C1)C1(CCC1)C#N 1-(thiophen-3-yl)cyclobutanenitrile